N-{4-[4-(2-Cyanophenyl)piperazin-1-yl]phenyl}-4-methoxybenzamide C(#N)C1=C(C=CC=C1)N1CCN(CC1)C1=CC=C(C=C1)NC(C1=CC=C(C=C1)OC)=O